C(C)(=O)OCN(C(=O)SCC)N1C(C2=CC=CC=C2C1=O)=O ((1,3-dioxoisoindolin-2-yl)((ethylthio) carbonyl)amino)methyl Acetate